C(C1CS1)OC1C(CCCC1)C(C)(C1CCC(CC1)OCC1CS1)C1CCC(CC1)OCC1CS1 1-(2-(2,3-epithiopropoxy)cyclohexyl)-1,1-bis-(4-(2,3-epithiopropoxy)cyclohexyl)ethane